C(#N)C1=CC=C(CNC(=O)C=2NC=C(C2)C(C2=C(C(=CC=C2)F)F)=O)C=C1 N-(4-cyanobenzyl)-4-(2,3-difluorobenzoyl)-1H-pyrrole-2-carboxamide